FC1=CC=C(C=C1)N1C(NN=C1)=O 4-(4-fluorophenyl)-2,4-dihydro-3H-1,2,4-triazol-3-one